C(CCCCCCCCCCCCCC)NC=1C=CC=2N(C3=CC=C(C=C3SC2C1)OC)C(=O)OC(C)(C)C tert-Butyl 3-(N-Pentadecylamino)-7-methoxy-10H-phenothiazin-10-carboxylate